C12C=CC(C3CC4CC=CC=C4C=C13)C2 1,4-methano-1,4,4a,5,10,10a-hexahydro-anthracene